ClC=1C=C2C(=NNC2=CC1)[C@@H]1[C@H](C1)C(=O)NC1=NC=CC(=C1)NCC=1N=C2N(C=C(C=C2)C2CC2)C1 |r| rac-(1S*,2S*)-2-(5-chloro-1H-indazol-3-yl)-N-(4-(((6-cyclopropyl-imidazo[1,2-a]pyridin-2-yl)methyl)amino)pyridin-2-yl)cyclopropane-1-carboxamide